C(#N)C=1C=C(CN2N=C(C(=C2)F)C(=O)N[C@H]2CCC3=C(N(C2=O)C)N=CC=C3)C=CC1 (S)-1-(3-cyanobenzyl)-4-fluoro-N-(9-methyl-8-oxo-6,7,8,9-tetrahydro-5H-pyrido[2,3-b]azepin-7-yl)-1H-pyrazole-3-carboxamide